1,2-bis(3-fluorobenzylthio)ethane FC=1C=C(CSCCSCC2=CC(=CC=C2)F)C=CC1